3-Amino-1,2-Propanediol NCC(CO)O